O=S1C=NC=C1 Oxothiazole